C(CC1=CC=CC=C1)N(S(=O)(=O)CC)CC(=O)OC(C)(C)C tert-Butyl 2-(N-phenethylethylsulfonamido)acetate